NCC(=O)OCC(OC)(OC)CC ethyl(2,2-dimethoxyethyl) glycinate